(R)-2-methyl-N-((S)-1-(5,6,7,8-tetrahydronaphthalen-1-yl)ethyl)propane-2-sulfinamide CC(C)(C)[S@@](=O)N[C@@H](C)C1=CC=CC=2CCCCC12